C(C1=CC=CC=C1)NC(=O)NN(C)CC(=O)N[C@H](C(=O)N(CC=1C=CC=C2C=CC=NC12)[C@H](C(OCC)OCC)C)CC1=CC=C(C=C1)OC(C)(C)C N-benzyl-2-(2-((S)-3-(4-tert-butoxyphenyl)-1-(((S)-1,1-diethoxypropan-2-yl)(quinolin-8-ylmethyl)amino)-1-oxopropan-2-ylamino)-2-oxoethyl)-2-methylhydrazinecarboxamide